(2S,3S)-2-((S)-2-amino-3-(6-aminopyridin-3-yl)propanamido)-N,3-dimethylpentanamide N[C@H](C(=O)N[C@H](C(=O)NC)[C@H](CC)C)CC=1C=NC(=CC1)N